O1C=CC2=C1C=CC(=C2)CC(C)N(C(OC(C)(C)C)=O)C tert-butyl (1-(benzofuran-5-yl)propan-2-yl)(methyl)carbamate